[Si](C)(C)(C(C)(C)C)O[C@@H]1CNC[C@H](C1)F (3S,5S)-3-((tert-butyldimethylsilyl)oxy)-5-fluoropiperidine